C(C)C=1C(=CC2=C(C=3N([C@@H](CO2)C(C)C)C=C(C(C3)=O)C(=O)O)C1)OCC(C)C (R)-2-ethyl-3-isobutoxy-7-isopropyl-11-oxo-6,7-dihydro-11H-benzo[f]pyrido[1,2-d][1,4]oxazepine-10-carboxylic acid